2-methyl-2-[2-chloro-4-(4-chlorophenoxy)phenyl]-1,3-dioxolane CC1(OCCO1)C1=C(C=C(C=C1)OC1=CC=C(C=C1)Cl)Cl